N-[[4-[2-[(3S,8aR)-7-[3-Chloro-2-fluoro-6-(tetrazol-1-yl)phenyl]-5-oxo-2,3,8,8a-tetrahydro-1H-indolizin-3-yl]-1H-imidazol-5-yl]-3-fluoro-2-pyridyl]methyl]acetamide ClC=1C(=C(C(=CC1)N1N=NN=C1)C1=CC(N2[C@@H](CC[C@@H]2C1)C=1NC(=CN1)C1=C(C(=NC=C1)CNC(C)=O)F)=O)F